C(C)N1C=NC2=C1N=NC=C2C2=CC(=C(C=C2)F)OCC=2N(C=CN2)C 7-ethyl-4-(4-fluoro-3-((1-methyl-1H-imidazol-2-yl)methoxy)phenyl)-7H-imidazo[4,5-c]pyridazine